(R)-N-(4-meth-oxy-2-(4-(4-meth-yl-3-oxopiperazin-1-yl)piperidin-1-yl)-5-((6-(3-(3-phenoxyphenyl)-isoxazolidin-2-yl)-pyrimidin-4-yl)-amino)phenyl)-acrylamide COC1=CC(=C(C=C1NC1=NC=NC(=C1)N1OCC[C@@H]1C1=CC(=CC=C1)OC1=CC=CC=C1)NC(C=C)=O)N1CCC(CC1)N1CC(N(CC1)C)=O